ClC1=CC=C(C=C1)NC(=O)C1=NC(=CC=C1)N1CCN(CCC1)C1CCN(CC1)C(C)C N-(4-Chlorophenyl)-6-{4-[1-(propan-2-yl)piperidin-4-yl]-1,4-diazepan-1-yl}pyridine-2-carboxamide